FC=1C=C(C=CC1C(F)(F)F)NC(NCCCN1N=C2C=CC=CC2=C1C(=O)N)=O 2-(3-(3-(3-fluoro-4-(trifluoromethyl)phenyl)ureido)propyl)-2H-indazole-3-carboxamide